NC1=C(C=C(C=C1)C1=CC(=C(C=C1)N)O)O 4,4'-diamino-3,3'-dihydroxy-1,1'-biphenyl